ClC1=CC=C(C=C1)CC(C)O 3-(4-chlorophenyl)propan-2-ol